α,α-Dimethylbenzylhydroperoxid CC(C1=CC=CC=C1)(C)OO